(6-((4-phenoxyphenyl)amino)pyrimidin-4-yl)methanol O(C1=CC=CC=C1)C1=CC=C(C=C1)NC1=CC(=NC=N1)CO